(S)-(4-(5-((2-amino-2,4-dimethylpentyl)oxy)pyrimidin-2-yl)pyridin-2-yl)carbamic acid methyl ester COC(NC1=NC=CC(=C1)C1=NC=C(C=N1)OC[C@@](CC(C)C)(C)N)=O